(3S)-3-{[9-fluoro-2-(3-methoxyphenyl)[1,2,4]triazolo[1,5-c]quinazolin-5-yl]amino}azepin-2-one FC1=CC=2C=3N(C(=NC2C=C1)NC=1C(N=CC=CC1)=O)N=C(N3)C3=CC(=CC=C3)OC